3,3-Dimethyl-N-(2-methyl-4-morpholin-4-yl-6-trifluoromethyl-phenyl)-butyramide CC(CC(=O)NC1=C(C=C(C=C1C(F)(F)F)N1CCOCC1)C)(C)C